(1S,2R,5R)-3-((6-(4-(difluoromethoxy)phenoxy)pyridin-3-yl)sulfonyl)-8-((2-methoxyethoxy)carbonyl)-3,8-diazabicyclo[3.2.1]octane-2-carboxylic acid FC(OC1=CC=C(OC2=CC=C(C=N2)S(=O)(=O)N2[C@H]([C@@H]3CC[C@H](C2)N3C(=O)OCCOC)C(=O)O)C=C1)F